N1=CC=C2N1CCCN2C=2C=NC=1CCN(CC1C2)C=2C(=C(C=1N(N2)C(=NN1)C(F)(F)F)C)C 3-(6,7-dihydropyrazolo[1,5-a]pyrimidin-4(5H)-yl)-6-(7,8-dimethyl-3-(trifluoromethyl)-[1,2,4]triazolo[4,3-b]pyridazin-6-yl)-5,6,7,8-tetrahydro-1,6-naphthyridine